C(C1=CC=CC=C1)OC(=O)N1CCC(CC1)N(C1CCN(CC1)C(=O)OC(C)(C)C)C tert-butyl 4-({1-[(benzyloxy)carbonyl]piperidin-4-yl}(methyl)amino)piperidine-1-carboxylate